3-(4-amino-7-bromo-3H-imidazo[4,5-c]quinolin-2-yl)pyrrolidine-1-carboxylate NC1=NC=2C=C(C=CC2C2=C1NC(=N2)C2CN(CC2)C(=O)[O-])Br